ClC(CCCCCCCCCCCCCCCC)C1=NC=CC=C1 1-chloro-heptadecylpyridine